tert-butyl (8S,11S)-19-[(4-methoxyphenyl)methyl]-12,18-dioxo-7-oxa-10,13,17,19-tetrazapentacyclo[15.6.1.12,6.18,11.020,24]hexacosa-1(24),2(26),3,5,20,22-hexaene-10-carboxylate COC1=CC=C(C=C1)CN1C(N2CCCNC([C@H]3N(C[C@@H](OC4=CC=CC(C=5C=CC=C1C52)=C4)C3)C(=O)OC(C)(C)C)=O)=O